FC(N1C(=NC2=C1CN(C=1C=NC=CC21)C)C)F 3-(difluoromethyl)-2,5-dimethyl-4,5-dihydro-3H-imidazo[4,5-c][1,7]naphthyridin